C(C)S(=O)(=O)C1=C(N=C2N1C=C(C=C2)C2CC2)N2C(C1=CC(=CC=C1C2)OC(F)(F)F)=O 1-[3-ethylsulfonyl-2-[1-oxo-6-(trifluoromethoxy)isoindolin-2-yl]imidazo[1,2-a]pyridin-6-yl]cyclopropane